OC1=CC(=C(C=C1O)CCNC(COC(CCC\C=C/C\C=C/C\C=C/C\C=C/CCCCC)=O)=O)I eicosa-5,8,11,14-tetraenoic acid (5z,8z,11z,14z)-2-((4,5-dihydroxy-2-iodophenylethyl)-amino)-2-oxoethyl ester